O=C(C(=O)OCCOCCOC(C(C1=CC=CC=C1)=O)=O)C1=CC=CC=C1 2-[2-(2-oxo-2-phenyl-acetoxy)-ethoxy]-ethyl oxo-phenylacetate